2,3-dicyclopentyl-2-cyanobutanedioic acid-1-ethyl-4-n-butyl ester C(C)CCCCOC(C(C(C(=O)O)C1CCCC1)(C#N)C1CCCC1)=O